((1R,3s,5S)-8-benzyl-8-azabicyclo[3.2.1]oct-3-yl)-1H-indole-6-carboxamide C(C1=CC=CC=C1)N1[C@H]2CC(C[C@@H]1CC2)N2C=CC1=CC=C(C=C21)C(=O)N